C(C)(C)(C)OC(=O)NC=1SC2=C(N1)C(=CC=C2F)C2=C(C=C1C(=NC(=NC1=C2F)OC[C@H]2N(CCC2)C)NC2CN(C2)C(=O)[O-])Cl 3-((7-(2-((tert-butoxycarbonyl)amino)-7-fluorobenzo[d]thiazol-4-yl)-6-chloro-8-fluoro-2-(((S)-1-methylpyrrolidin-2-yl)methoxy)quinazolin-4-yl)amino)azetidine-1-carboxylate